NC1(CCC1)CNC1=NC(=C2C(=N1)N(N=C2)C)NC2=CC=C(C=C2)OC(F)F N6-[(1-aminocyclobutyl)methyl]-N4-[4-(difluoromethoxy)phenyl]-1-methyl-pyrazolo[3,4-d]pyrimidine-4,6-diamine